4-fluoro-7-(3-fluoropropoxy)-1,3-benzothiazol-2-amine FC1=CC=C(C2=C1N=C(S2)N)OCCCF